1-Chloro-6-cyclopropyl-9,9-dimethyl-9,10-dihydroacridine ClC1=CC=CC=2NC3=CC(=CC=C3C(C12)(C)C)C1CC1